Cl.NCCN1C(/C(/C2=CC=CC=C12)=C\1/C(N(C2=CC=CC=C12)C)=O)=O (E)-1-(2-aminoethyl)-1'-methyl-[3,3'-biindolinylidene]-2,2'-dione hydrochloride